6-allyl-l-8-(3-nitrophenyl)pyrido[2,3-d]pyridazine-2,5-dione C(C=C)N1N=C(C2=C(C1=O)C=CC(N2)=O)C2=CC(=CC=C2)[N+](=O)[O-]